Methylthioadenosine CSC[C@H]1O[C@@H](N2C=NC3C(N)=NC=NC2=3)[C@H](O)[C@@H]1O